N-(1-(4-(2-hydroxypropan-2-yl)-5-methylthiazol-2-yl)-1H-pyrazolo[4,3-c]pyridin-6-yl)acetamide OC(C)(C)C=1N=C(SC1C)N1N=CC=2C=NC(=CC21)NC(C)=O